Cl.C1NC[C@@H]2CCCC[C@@H]12 trans-perhydroisoindole hydrochloride